2-(dibutylaminomethylmethoxymethylsilyl)styrene C(CCC)N(CCCC)C[SiH](C1=C(C=C)C=CC=C1)COC